C1(CC1)C1=C(C=CC(=C1)N1C[C@H](CC1)N(C)C)NC1=NC=C(C(=N1)NCCCN1CCOCCC1=O)C(F)(F)F (S)-4-(3-((2-((2-cyclopropyl-4-(3-(dimethylamino)pyrrolidin-1-yl)phenyl)amino)-5-(trifluoromethyl)pyrimidin-4-yl)amino)propyl)-1,4-oxazepan-5-one